COC(=O)C1=CC=C2C(CN(CC2=C1)C(=O)OC(C)(C)C)(C)C 4,4-dimethyl-3,4-dihydroisoquinoline-2,7(1H)-dicarboxylic acid 2-(tert-butyl) 7-methyl ester